ClC1=CC=C(CN2C(=NC=3N(C(N(C(C23)=O)CCCO)=O)C)OC2=CC(=CC=C2)OC)C=C1 (4-Chlorobenzyl)-1-(3-hydroxypropyl)-8-(3-methoxyphenoxy)-3-methyl-1H-purine-2,6(3H,7H)-dione